tert-butyl (3S)-3-[4-[3-cyano-4-(3-ethoxy-3-oxo-propyl)sulfanyl-pyrazolo[1,5-a]pyridin-6-yl]pyrazol-1-yl]piperidine-1-carboxylate C(#N)C=1C=NN2C1C(=CC(=C2)C=2C=NN(C2)[C@@H]2CN(CCC2)C(=O)OC(C)(C)C)SCCC(=O)OCC